ClC1=CC(=C(COC2=C(C=CC(=N2)C2CCN(CC2)CC2=C(C=C(C=N2)C2=NOC(=N2)C(F)(F)F)CS(=O)(=O)C)F)C=C1)F 3-(6-((4-(6-((4-chloro-2-fluorobenzyl)oxy)-5-fluoropyridin-2-yl)piperidin-1-yl)methyl)-5-((methylsulfonyl)methyl)pyridin-3-yl)-5-(trifluoromethyl)-1,2,4-oxadiazole